8-methyl-2-[(2-methylpyridin-4-yl)methyl]-N-[(2S)-tetrahydrofuran-2-ylmethyl]-4,5-dihydro-2H-furo[2,3-g]indazole-7-carboxamide CC1=C(OC=2CCC3=CN(N=C3C21)CC2=CC(=NC=C2)C)C(=O)NC[C@H]2OCCC2